trans-4-((((trans)-4-(5-Chloro-6-methoxypyridin-3-yl)cyclohexyl)methyl)(4-(1-isopropyl-1H-pyrazol-4-yl)pyridin-2-yl)carbamoyl)cyclohexyl 4-methylpiperazine-1-carboxylate CN1CCN(CC1)C(=O)O[C@@H]1CC[C@H](CC1)C(N(C1=NC=CC(=C1)C=1C=NN(C1)C(C)C)C[C@@H]1CC[C@H](CC1)C=1C=NC(=C(C1)Cl)OC)=O